(2-(azetidin-1-yl)-2-oxoethyl)(3-bromophenyl)(imino)-λ6-sulfanone N1(CCC1)C(CS(=O)(=N)C1=CC(=CC=C1)Br)=O